N1(CCC1)C1=NC=C(C2=CC(=NC=C12)Cl)C(C)C 1-(azetidin-1-yl)-6-chloro-4-isopropyl-2,7-naphthyridine